1-(heptadecan-9-yl) 17-(2-heptylnonyl) 9-oxoheptadecanedioate O=C(CCCCCCCC(=O)OC(CCCCCCCC)CCCCCCCC)CCCCCCCC(=O)OCC(CCCCCCC)CCCCCCC